C12(CC3CC(CC(C1)C3)C2)NCCCCCCCSC2=C3C(N(C(C3=CC(=C2)F)=O)C2C(NC(CC2)=O)=O)=O 4-((7-((adamantan-1-yl)amino)heptyl)thio)-2-(2,6-dioxopiperidin-3-yl)-6-fluoroisoindoline-1,3-dione